BrC1=CC=C(C=C1)[C@H]1[C@@H](CN(CC1)CC)F (3S,4S)-4-(4-bromophenyl)-1-ethyl-3-fluoro-piperidine